(S)-ethyl 2-(2-((7-(2-((1,1-dimethylethylsulfinamido)methyl)pyridin-4-yl)-2-(methoxymethyl)benzofuran-5-yl)methoxy)-4-fluorophenyl)acetate CC(C)([S@](=O)NCC1=NC=CC(=C1)C1=CC(=CC=2C=C(OC21)COC)COC2=C(C=CC(=C2)F)CC(=O)OCC)C